8-(benzothien-4-yl)-5,8-diazaspiro[4.5]decan-5-ium S1C=CC2=C1C=CC=C2N2CC[N+]1(CCCC1)CC2